tert-butyl (2S)-2-(6-bromo-4-oxo-3,4-dihydrothieno[3,2-d]pyrimidin-2-yl)azepane-1-carboxylate BrC1=CC=2N=C(NC(C2S1)=O)[C@H]1N(CCCCC1)C(=O)OC(C)(C)C